5-benzyl-2-[(4-isopropylphenyl)methylamino]-4H-[1,2,4]triazolo[1,5-a]pyrimidin-7-one C(C1=CC=CC=C1)C=1NC=2N(C(C1)=O)N=C(N2)NCC2=CC=C(C=C2)C(C)C